N-(2-pyridinyl)-trimethylacetamide N1=C(C=CC=C1)NC(C(C)(C)C)=O